[Cl-].NC1=NC(=C2N=CNC2=N1)[N+]1(CCCC1)C 1-(2-amino-9H-purin-6-yl)-1-methylpyrrolidin-1-ium chloride